NC1=NC=CC(=C1)C1=C(N=CN1CC(=O)N1CCOCC1)C1=CC=C(C=C1)F 2-[5-(2-Amino-4-pyridinyl)-4-(4-fluorophenyl)imidazol-1-yl]-1-morpholino-ethanone